C(C)(C)(C)C1=CC=C(C=C1)S(=O)[O-].[Na+] sodium 4-tert-butylbenzenesulfinate